CC=1C(=NC=NC1N1CCOCC1)NC1=NNC(=C1)C 5-methyl-4-((5-methyl-1H-pyrazol-3-yl)amino)-6-morpholinopyrimidin